6-Fluoro-2-iodopyridin-3-amine FC1=CC=C(C(=N1)I)N